BrC=1C=C(C=C(C1)C(C)(C)C)N(C=1C(=CC(=CC1)C(C)(C)C)C1=CC(=CC=C1)C=1C2=CC=CC=C2C(=C2C=CC=CC12)C1=CC=CC=C1)C1=C(C(=C(C(=C1)[2H])[2H])Cl)[2H] N-(3-bromo-5-(tert-butyl)phenyl)-5-(tert-butyl)-N-(3-chlorophenyl-2,4,5-d3)-3'-(10-phenylanthracen-9-yl)-[1,1'-biphenyl]-2-amine